N-(2-((1-methyl-1H-pyrazol-4-yl)amino)-[4,5'-bipyrimidin]-2'-yl)cyclopropanecarboxamide CN1N=CC(=C1)NC1=NC=CC(=N1)C=1C=NC(=NC1)NC(=O)C1CC1